COC(C)C(C(C)OC)=O 2,4-Dimethoxypentane-3-one